2-((4-(2-(5-Chloropyridin-2-yl)-2-methylbenzo[d][1,3]dioxol-4-yl)piperidin-1-yl)methyl)-4-(difluoromethoxy)-1-(((S)-oxetan-2-yl)methyl)-1H-benzo[d]imidazole-6-carboxylic acid ClC=1C=CC(=NC1)C1(OC2=C(O1)C=CC=C2C2CCN(CC2)CC2=NC1=C(N2C[C@H]2OCC2)C=C(C=C1OC(F)F)C(=O)O)C